FC1=C(C(=O)N([C@H]2CNCCC2)C2=NC=CC3=CC(=CC(=C23)C)OC)C=CC(=C1)C=1SC(=NN1)C 2-fluoro-N-(6-methoxy-8-methyl-1-isoquinolyl)-4-(5-methyl-1,3,4-thiadiazol-2-yl)-N-[(3R)-3-piperidyl]benzamide